6-(2-Hydroxy-2-methylpropyloxy)-4-(6-(9-((6-methoxypyridin-3-yl)methyl)-3-oxa-7,9-diazabicyclo[3.3.1]non-7-yl)pyridin-3-yl)pyrazolo[1,5-a]pyridine-3-carbonitrile OC(COC=1C=C(C=2N(C1)N=CC2C#N)C=2C=NC(=CC2)N2CC1COCC(C2)N1CC=1C=NC(=CC1)OC)(C)C